C1(CCCCC1)N=C(C=C)O acrylic acid N-cyclohexylimide